2-(2-Chloro-5-methylphenoxy)-1-(4-(5-(trifluoromethyl)-1,2,4-oxadiazol-3-yl)phenyl)ethan-1-one ClC1=C(OCC(=O)C2=CC=C(C=C2)C2=NOC(=N2)C(F)(F)F)C=C(C=C1)C